(2R,3R)-3-((1H-1,2,4-triazole-1-yl)methyl)-3-(2,5-difluorophenyl)oxirane-2-carbonitrile N1(N=CN=C1)C[C@@]1([C@H](O1)C#N)C1=C(C=CC(=C1)F)F